[Na+].[Na+].[Na+].CNCC(=O)[O-].CNCC(=O)[O-].CNCC(=O)[O-] methyl-glycine trisodium salt